N1C=CC2=CC(=CC=C12)C1=CC=CC2=C1C(=NO2)N 4-(indol-5-yl)benzo[d]isoxazol-3-amine